N1N=C(C=2C=NC=3C=CC=CC3C21)N 1H-pyrazolo[4,3-c]quinolin-3-amine